BrC1=CC=C(C(=C1O)C1=CC(=C(C=C1)Cl)C(F)(F)F)CO 6-bromo-2-[4-chloro-3-(trifluoromethyl)phenyl]-3-(hydroxymethyl)phenol